(3E)-6-(pentoxymethoxy)-3-hexenyl-magnesium chloride C(CCCC)OCOCC/C=C/CC[Mg]Cl